dimethylethyl-silicon acetate C(C)(=O)[O-].C[Si+](CC)C